C(#N)CCNCCC[C@H](C(C)C)N1CC2(C1)CN(CC2)C=2N=CN=NC2OC2=C(C(=O)N(C(C)C)CC)C=C(C=C2)F (R)-2-((5-(2-(6-((2-cyanoethyl)amino)-2-methylhexan-3-yl)-2,6-diazaspiro[3.4]oct-6-yl)-1,2,4-triazin-6-yl)oxy)-N-ethyl-5-fluoro-N-isopropylbenzamide